ethyl 2-((5-(1H-pyrazol-4-yl)pyridin-2-yl)methyl)oxazole-4-carboxylate N1N=CC(=C1)C=1C=CC(=NC1)CC=1OC=C(N1)C(=O)OCC